mercaptopropyl-ethyldibutoxysilane SCCC[Si](OCCCC)(OCCCC)CC